3-methyl-6-(4,4,5,5-tetramethyl-1,3,2-dioxaborolan-2-yl)-1,3-benzoxazol-2-one CN1C(OC2=C1C=CC(=C2)B2OC(C(O2)(C)C)(C)C)=O